IC(C(C(C(I)(F)F)(F)F)(F)F)(F)F 1,4-diiodoperfluoro-butane